6-methyl-4-[(1-methylcyclopropyl)amino]-N-[(4-methylpyrimidin-2-yl)methyl]furo[2,3-d]pyrimidine-5-carboxamide CC1=C(C2=C(N=CN=C2NC2(CC2)C)O1)C(=O)NCC1=NC=CC(=N1)C